N12CCC(C(CC1)CC2)N(C(=O)OCC2=CC(=CC=C2)NC=2N=CC1=C(N2)C(=CS1)I)C(C)(C)C1=CC=C(C=C1)C1=CC=C(C=C1)OCC1(COC1)C (3-(7-iodothieno[3,2-d]pyrimidin-2-ylamino)phenyl)methanol 1-Azabicyclo[3.2.2]nonan-4-yl-(2-(4'-((3-methyloxetan-3-yl)methoxy)-[1,1'-biphenyl]-4-yl)propan-2-yl)carbamate